2-(2-fluorophenyl)-5-(piperidin-4-yl)-1,3,4-thiadiazole hydrochloride Cl.FC1=C(C=CC=C1)C=1SC(=NN1)C1CCNCC1